(S)-6-((4-(3-bromo-2-chlorophenyl)-2,3-dihydro-1H-inden-1-yl)oxy)-5-chloro-2-(2-(trimethylsilyl)ethoxy)nicotinaldehyde BrC=1C(=C(C=CC1)C1=C2CC[C@@H](C2=CC=C1)OC1=NC(=C(C=O)C=C1Cl)OCC[Si](C)(C)C)Cl